6-[[1-[(4-methoxyphenyl)methyl]-2-oxo-3,4-dihydroquinolin-7-yl]amino]-3,3-dimethyl-1,4-dihydroquinolin-2-one COC1=CC=C(C=C1)CN1C(CCC2=CC=C(C=C12)NC=1C=C2CC(C(NC2=CC1)=O)(C)C)=O